2-(2-Fluoro-4-nitrophenyl)pyridine FC1=C(C=CC(=C1)[N+](=O)[O-])C1=NC=CC=C1